ClC1=CC2=C(C(=N1)C(=O)OC)C=NN2C methyl 6-chloro-1-methyl-1H-pyrazolo[4,3-c]pyridine-4-carboxylate